[1,3-dimethyl-2-(o-tolyl)indol-5-yl]methyl-4-methyl-pyrimidine-5-carboxamide CN1C(=C(C2=CC(=CC=C12)CC1=NC=C(C(=N1)C)C(=O)N)C)C1=C(C=CC=C1)C